2-(3-methoxypyrrolidin-3-yl)-1-methyl-piperidine COC1(CNCC1)C1N(CCCC1)C